FC(C1=CC=C(C=C1)C=1C=C2CCN(CC2=CC1)C=O)(F)F (6-(4-(trifluoromethyl)phenyl)-3,4-dihydroisoquinolin-2(1H)-yl)methanone